CNC1=CC(=NC(=C1)C)NC1=C(C(=C2C(=N1)CCO2)C=2C[C@H](CNCC2)O[Si](C)(C)C(C)(C)C)C |r| N4,6-dimethyl-N2-[6-methyl-7-[rac-(3R)-3-[tert-butyl(dimethyl)silyl]oxy-2,3,4,7-tetrahydro-1H-azepin-5-yl]-2,3-dihydrofuro[3,2-b]pyridin-5-yl]pyridine-2,4-diamine